BrC=1C=C2CCC(C2=CC1C)=O 5-bromo-6-methyl-2,3-dihydro-1H-inden-1-one